ClC1=C(C=CC(=C1)NCCCCCCCCCCCCCC)C(CC(=O)OCC)=O ethyl 3-[2-chloro-4-(tetradecylamino) phenyl]-3-oxo-propionate